C[Si](O[Si](OC)(C)C)(OC)C tetramethyl-1,3-dimethoxydisiloxane